C(#N)C=1C=C(C=C(C1NC(CSC1CCCCC1)CCN(C)C)F)S(=O)(=O)NC(=O)C1(CCCCC1)OC N-((3-cyano-4-((1-(cyclohexylthio)-4-(dimethylamino)butan-2-yl)amino)-5-fluorophenyl)sulfonyl)-1-methoxycyclohexane-1-carboxamide